4-(5-(3'-chloro-5-fluoro-2-hydroxy-4'-(3-methyl-2-oxoimidazolidin-1-yl)-[1,1'-biphenyl]-3-yl)-2-cyanopyridin-3-yl)piperazine-1-carboxylic acid tert-butyl ester C(C)(C)(C)OC(=O)N1CCN(CC1)C=1C(=NC=C(C1)C=1C(=C(C=C(C1)F)C1=CC(=C(C=C1)N1C(N(CC1)C)=O)Cl)O)C#N